(2R,3R)-methyl 3-methoxy-2-methyl-3-((S)-pyrrolidin-2-yl)propanoate CO[C@H]([C@H](C(=O)OC)C)[C@H]1NCCC1